(2R,4S)-tert-butyl 4-(benzoyloxy)-2-carbamoylpyrrolidine-1-carboxylate C(C1=CC=CC=C1)(=O)O[C@H]1C[C@@H](N(C1)C(=O)OC(C)(C)C)C(N)=O